5-((5-fluoropyridin-2-yl)methoxy)-N-(4-(hydroxymethyl)tetrahydro-2H-pyran-4-yl)-2-methylbenzofuran-3-carboxamide FC=1C=CC(=NC1)COC=1C=CC2=C(C(=C(O2)C)C(=O)NC2(CCOCC2)CO)C1